di(β-ethoxybenzyl)benzene CCOC(C1=CC=CC=C1)C1=C(C=CC=C1)C(C1=CC=CC=C1)OCC